Acetonitrile hydrochloride Cl.C(C)#N